2-(benzo[d]oxazol-2-yl-amino)-N-(2-methoxy-ethyl)-1-methyl-1H-benzo[d]imidazole-5-carboxamide O1C(=NC2=C1C=CC=C2)NC2=NC1=C(N2C)C=CC(=C1)C(=O)NCCOC